(SR)-13-((SR)-1,3-dihydroxypropyl)oxacyclotridecan-2-one O[C@@H](CCO)[C@@H]1CCCCCCCCCCC(O1)=O |r|